2-[4-(4-bromo-2-carboxy-benzofuran-5-yl)-piperazine-1-carbonyl]-pyrrolidine-1-carboxylic acid tert-butyl ester C(C)(C)(C)OC(=O)N1C(CCC1)C(=O)N1CCN(CC1)C=1C=CC2=C(C=C(O2)C(=O)O)C1Br